5-chloro-N-(5-chloro-6-(2H-1,2,3-triazol-2-yl)pyridin-3-yl)-2,4'-difluoro-2'-((2-methoxyethyl)amino)-[1,1'-biphenyl]-4-carboxamide ClC=1C(=CC(=C(C1)C1=C(C=C(C=C1)F)NCCOC)F)C(=O)NC=1C=NC(=C(C1)Cl)N1N=CC=N1